N1C=CC=2C1=NC=CC2COC=2C(=NC=C(N2)C2=CC(=C1CCN(CC1=C2)C)C)N ((1H-pyrrolo[2,3-b]pyridin-4-yl)methoxy)-5-(2,5-dimethyl-1,2,3,4-tetrahydroisoquinolin-7-yl)pyrazin-2-amine